[C@H]12OC[C@H](N(C1)CCCCN1C3=C(OC4=C1N=CC(=C4)Br)C=C(C=C3)Br)C2 10-(4-((1R,4R)-2-oxa-5-azabicyclo[2.2.1]heptan-5-yl)butyl)-3,7-dibromo-10H-benzo[b]pyrido[2,3-e][1,4]oxazine